4-(6-((3aR,5r,6aS)-5-hydroxy-5-methylhexahydrocyclopenta[c]pyrrol-2(1H)-yl)pyridin-3-yl)-6-(1-methyl-1H-pyrazol-3-yl)pyrazolo[1,5-a]pyridine-3-carbonitrile OC1(C[C@@H]2[C@@H](CN(C2)C2=CC=C(C=N2)C=2C=3N(C=C(C2)C2=NN(C=C2)C)N=CC3C#N)C1)C